ethyl 5-(2-oxo-1H-imidazo[4,5-b]pyridin-3(2H)-yl)-1-((2-(trimethylsilyl) ethoxy) methyl)-1H-indole-2-carboxylate O=C1NC=2C(=NC=CC2)N1C=1C=C2C=C(N(C2=CC1)COCC[Si](C)(C)C)C(=O)OCC